N-{cis-3-[methyl(7H-pyrrolo[2,3-d]pyrimidin-4-yl)amino]cyclobutyl}-4-(1H-pyrazol-3-yl)piperidine-1-sulfonamide CN([C@H]1C[C@H](C1)NS(=O)(=O)N1CCC(CC1)C1=NNC=C1)C=1C2=C(N=CN1)NC=C2